8-(3,4-Bis(trifluoromethyl)pyridin-2-yl)-9-(4-((1-(3-fluoropropyl)azetidin-3-yl)methyl)phenyl)-6,7-dihydro-5H-benzo[7]annulen FC(C=1C(=NC=CC1C(F)(F)F)C=1CCCC2=C(C1C1=CC=C(C=C1)CC1CN(C1)CCCF)C=CC=C2)(F)F